6-(2-oxo-pyrrolidin-1-yl)quinoline-4-carboxylic acid O=C1N(CCC1)C=1C=C2C(=CC=NC2=CC1)C(=O)O